N,N-dimethyl-1-[6-(2-methyl-2H-indazol-5-yl)-1,3-benzothiazol-2-yl]piperidin-4-amine CN(C1CCN(CC1)C=1SC2=C(N1)C=CC(=C2)C2=CC1=CN(N=C1C=C2)C)C